formylthioacetanilide C(=O)CC(=S)NC1=CC=CC=C1